CC1=CC(=NC=C1OC1=CC(=C2C(=N1)N(C=N2)C)NC2=NC=C(C=C2)C(=O)N2C[C@H](O[C@H](C2)C)C)C#N |r| 4-methyl-5-[3-methyl-7-[[5-[rac-(2R,6S)-2,6-dimethylmorpholine-4-carbonyl]pyridin-2-yl]amino]imidazo[4,5-b]pyridin-5-yl]oxypyridine-2-carbonitrile